methyl N-[[5-[1-(4-amino-2,6-difluorophenyl)-1H-pyrazol-3-yl]-2-methylphenyl]methyl]carbamate NC1=CC(=C(C(=C1)F)N1N=C(C=C1)C=1C=CC(=C(C1)CNC(OC)=O)C)F